[C@H]12OC[C@H](N(C1)CCCCCN1C3=C(OC4=C1N=CC(=C4)Br)C=C(C(=C3)C)Br)C2 10-(5-((1R,4R)-2-oxa-5-azabicyclo[2.2.1]heptan-5-yl)pentyl)-3,7-dibromo-8-methyl-10H-benzo[b]pyrido[2,3-e][1,4]oxazine